N-(2-(2-(2-amino-2-oxoethoxy)ethyl)-6-(4-fluorophenyl)-2H-indazol-5-yl)-2-(6-fluoropyridin-3-yl)thiazole-4-carboxamide NC(COCCN1N=C2C=C(C(=CC2=C1)NC(=O)C=1N=C(SC1)C=1C=NC(=CC1)F)C1=CC=C(C=C1)F)=O